BrC1=CC=C(C=C1)C1=NOC(=C1C(=O)N1CC2=C(NC=3C(=CC=C(C23)C)F)CC1)C [3-(4-bromophenyl)-5-methyl-isoxazol-4-yl]-(6-fluoro-9-methyl-1,3,4,5-tetrahydropyrido[4,3-b]indol-2-yl)methanone